acryloxyloxypropylmethyldimethoxysilane C(=O)(C=C)OOCCC[Si](OC)(OC)C